[3-phenyl-indenyliden](chloro)ruthenium(II) C1(=CC=CC=C1)C1=CC(C2=CC=CC=C12)=[Ru-]Cl